CN(C1CCC(CC1)NC=1N=CC2=C(N1)N(C(C(=C2)C=2C=NC(=NC2)NS(=O)(=O)CCC)=O)C(C)C)C N-(5-(2-(((1r,4r)-4-(dimethylamino)cyclohexyl)amino)-8-isopropyl-7-oxo-7,8-dihydropyrido[2,3-d]pyrimidin-6-yl)pyrimidin-2-yl)propane-1-sulfonamide